(cis)-4-methoxybenzyl 3-(1-benzyl-3,3-difluorohexahydropyrrolo[3,4-b]pyrrol-5(1H)-yl)-2,2-dimethylpropanoate C(C1=CC=CC=C1)N1[C@@H]2[C@H](C(C1)(F)F)CN(C2)CC(C(=O)OCC2=CC=C(C=C2)OC)(C)C